(butane-2,2-diyl)diphenol CC(CC)(C1=C(C=CC=C1)O)C1=C(C=CC=C1)O